dispiro[cyclohexane-1,3'-[1,2,4]trioxolane-5',2''-tricyclo[3.3.1.13,7]decane] C12C3(C4CC(CC(C1)C4)C2)OC2(OO3)CCCCC2